4-(4-octylphenyl)benzoic acid C(CCCCCCC)C1=CC=C(C=C1)C1=CC=C(C(=O)O)C=C1